C1(CC1)C(=O)NC1=NC=C(C(=O)NC([2H])([2H])[2H])C(=C1)NC1=CN(C=2N=CN(C(C21)=O)[C@H](C(F)(F)F)C)CC |o1:30| (S*)-6-(cyclopropanecarboxamido)-4-((7-ethyl-4-oxo-3-(1,1,1-trifluoropropan-2-yl)-4,7-dihydro-3H-pyrrolo[2,3-d]pyrimidin-5-yl)amino)-N-(methyl-d3)nicotinamide